BrC1=NN(C2=C1N=CN=C2NCCCC)CC2=C(C=C(C=C2)CNC2CCOCC2)OC 3-bromo-7-(butylamino)-1-(2-methoxy-4-(((tetrahydro-2H-pyran-4-yl)amino)methyl)benzyl)-1H-pyrazolo[4,3-d]Pyrimidin